C(CC)NC1=NC=NC(=N1)NCCC 4,6-Bis-n-propylamino-[1,3,5]triazin